C(C=CC1=CC=CC=C1)C1(C(CC(CC1O)C1=CC=CC=C1)=O)CC=CC1=CC=CC=C1 (-)-2,2-Dicinnamyl-3-hydroxy-5-phenylcyclohexan-1-one